C(C1=CC=CC=C1)N1C(CCC1=O)=O 1-benzylpyrrolidine-2,5-dione